ClC=1C=C(C=CC1)C=1C=CC=C2C=CC=[N+](C12)[O-] 8-(3-chlorophenyl)quinoline-1-oxide